CN1CCC(CC1)C1=CC=C(C=C1)O 4-(1-methyl-4-piperidyl)phenol